3-((((3aR,4R,6R,6aS)-6-(4-((4-methoxybenzyl)(methyl)amino)-7H-pyrrolo[2,3-d]pyrimidin-7-yl)-2,2-dimethyltetrahydro-4H-cyclopenta[d][1,3]dioxol-4-yl)methyl)amino)-N-phenethylpropanamide COC1=CC=C(CN(C=2C3=C(N=CN2)N(C=C3)[C@@H]3C[C@@H]([C@@H]2[C@H]3OC(O2)(C)C)CNCCC(=O)NCCC2=CC=CC=C2)C)C=C1